OC1CC(C1)NC(C)=O N-((1R,3R)-3-hydroxycyclobutyl)acetamide